FC(C(=O)O)(CC1=NC=CC=C1F)F α,α,3-trifluoro-2-pyridinepropanoic acid